4,7-dimethyl-2-octenoic acid CC(C=CC(=O)O)CCC(C)C